4-cyclobutyl-2-[(1S,4S,5R)-5-{[5-cyclopropyl-3-(2,6-dichlorophenyl)-1,2-oxazol-4-yl]methoxy}-2-azabicyclo[2.2.1]heptan-2-yl]-1,3-benzothiazole-6-carboxylic acid C1(CCC1)C1=CC(=CC2=C1N=C(S2)N2[C@@H]1C[C@H]([C@H](C2)C1)OCC=1C(=NOC1C1CC1)C1=C(C=CC=C1Cl)Cl)C(=O)O